CN1C(CCC1)C1=CC=C(C=C1)CN (4-(1-Methylpyrrolidin-2-yl)phenyl)methanamine